magnesium Oxychloride O(Cl)Cl.[Mg]